(R)-4-Amino-1-(4-(2-methoxy-3-methylphenyl)piperazin-1-yl)butan-2-ol NCC[C@H](CN1CCN(CC1)C1=C(C(=CC=C1)C)OC)O